racemic-1-(1-(4-fluorophenyl)ethyl)-4-(4,4,5,5-tetramethyl-1,3,2-dioxaborolan-2-yl)-1H-pyrazole FC1=CC=C(C=C1)[C@@H](C)N1N=CC(=C1)B1OC(C(O1)(C)C)(C)C |r|